FC(OC1=NC=C(C(=C1)N1C(C(C2=CC(=C(C=C12)F)C(=O)NC1(CS(C1)(=O)=O)C)(C)C)=O)F)F 1-(2-(difluoromethoxy)-5-fluoropyridin-4-yl)-6-fluoro-3,3-dimethyl-N-(3-methyl-1,1-dioxidothietan-3-yl)-2-oxoindoline-5-carboxamide